2-(3-(6-chloro-2-((1-((dimethylamino)meth-yl)cyclopropyl)methoxy)-8-fluoro-7-(3-hydroxy-naphthalen-1-yl)quinazolin-4-yl)-3,8-diazabicyclo[3.2.1]octan-1-yl)acetonitrile ClC=1C=C2C(=NC(=NC2=C(C1C1=CC(=CC2=CC=CC=C12)O)F)OCC1(CC1)CN(C)C)N1CC2(CCC(C1)N2)CC#N